(exo)-3-azabicyclo[3.1.0]hexan C12CNCC2C1